phosphorus Gallium [Ga].[P]